FC=1C(=C2C(=NC1C1=CC=CC=C1)C1=C(O2)C=CC=C1)C1=CC=C(C=C1)C 3-fluoro-2-phenyl-4-(p-tolyl)benzofuro[3,2-b]pyridine